C(C)OC(C(=O)OCC(CO)(C)C)=O oxalic acid ((3-methyloxabutan-3-yl) methyl) ethyl ester